2-methoxy-pyridine-4-carboxamide COC1=NC=CC(=C1)C(=O)N